2-cyano-3,4,5,6-tetrachloropyridine C(#N)C1=NC(=C(C(=C1Cl)Cl)Cl)Cl